4-[4-(5-Chloro[1,3]thiazolo[5,4-b]pyridin-2-yl)piperidin-1-yl]-1-methyl-2-oxo-1,2-dihydroquinoline-3-carbonitrile ClC1=CC=C2C(=N1)SC(=N2)C2CCN(CC2)C2=C(C(N(C1=CC=CC=C21)C)=O)C#N